BrC1=C2C=NNC2=CC(=C1C(=O)C1=C(C=CC(=C1)F)Cl)F (4-bromo-6-fluoro-1H-indazol-5-yl)(2-chloro-5-fluorophenyl)methanone